FC1=C(C(=CC(=C1)CNC1=NC=CC=C1OC)O)N1CC(NS1(=O)=O)=O 5-[2-fluoro-6-hydroxy-4-[[(3-methoxy-2-pyridinyl)amino]methyl]phenyl]-1,1-dioxo-1,2,5-thiadiazolidin-3-one